2-bromo-6-ethyl-benzonitrile BrC1=C(C#N)C(=CC=C1)CC